ClC(C)OC(=O)C1=C(C(=NC=C1)NC)CC(C(=O)[O-])N(C)C(=O)OC(C)(C)C 2-(((1-chloroethoxy)carbonyl)(methyl)aminopyridin-3-yl)methyl-2-((tert-butoxycarbonyl)(methyl) amino)acetate